O1C(=CC2=C1C=CC=C2)C=2C(OC1=CC(=CC=C1C2)N2CCC(CC2)C(=O)O)=O 1-(3-(Benzofuran-2-yl)-2-oxo-2H-chromen-7-yl)piperidine-4-carboxylic Acid